NC(CC(=O)O)CN1N=C(N=N1)C1=CC=C(C=C1)OC1=CC=C(C=C1)Cl 3-amino-4-(5-(4-(4-chlorophenoxy)-phenyl)-2H-tetrazol-2-yl)butanoic acid